FC1=C(CN(S(=O)(=O)C)C2=CC(=CC=C2)C(F)(F)F)C=CC(=C1)C=1OC(=NN1)C(F)(F)F N-(2-fluoro-4-(5-(trifluoromethyl)-1,3,4-oxadiazol-2-yl)benzyl)-N-(3-(trifluoromethyl)phenyl)methanesulfonamide